NC=1C2=C(N=CN1)N(C(=C2C2=CC[C@H](CC2)C(=O)N2CCCC2)C=2CN(CC2)C(C=C)=O)C (S)-1-(3-(4-amino-7-methyl-5-(4-(pyrrolidine-1-carbonyl)cyclohex-1-en-1-yl)-7H-pyrrolo[2,3-d]pyrimidin-6-yl)-2,5-dihydro-1H-pyrrol-1-yl)prop-2-en-1-one